N-cyclopropyl-N-methyl-4-(5-(7-(1-methyl-1H-pyrazol-4-yl)quinolin-5-yl)pyridin-2-yl)piperazine-1-carboxamide C1(CC1)N(C(=O)N1CCN(CC1)C1=NC=C(C=C1)C1=C2C=CC=NC2=CC(=C1)C=1C=NN(C1)C)C